ON=C(N)C1=C(C=CC(=C1)C)C N'-hydroxy-2,5-dimethylbenzenecarboximidamide